1-{4-[1-(3,4-dichlorophenyl)-5-methyl-1H-pyrazol-3-yloxy]butyl}-1H-imidazole ClC=1C=C(C=CC1Cl)N1N=C(C=C1C)OCCCCN1C=NC=C1